C(C)OP(=O)(OCC)C(P(=O)(OCC)OCC)NC(CCCN(C(O)=O)C=1C=NC(=CC1)OC1=CC=C(C=C1)C(C)(C)C)=O.BrC=1C=C(C(=NC1)C(=O)C1=C(C=CC(=C1)F)Cl)[N+](=O)[O-] (5-bromo-3-nitropyridin-2-yl)(2-chloro-5-fluorophenyl)methanone 4-((bis(diethoxyphosphoryl)methyl)amino)-4-oxobutyl-(6-(4-(tert-butyl)phenoxy)pyridin-3-yl)carbamate